C(C=CC=CC=CCCC1C(CCCCCCCCCCC)O1)(=O)O 10,11-epoxy-docosatrienoic acid